2,5-bis(4-diethylaminobenzylidene)cyclohexanone Tert-butyl-rel-(3R,5S,E)-7-(3-(4-bromophenyl)-1-isopropyl-1H-indol-2-yl)-3,5-dihydroxyhept-6-enoate C(C)(C)(C)OC(C[C@@H](C[C@@H](\C=C\C=1N(C2=CC=CC=C2C1C1=CC=C(C=C1)Br)C(C)C)O)O)=O.C(C)N(C1=CC=C(C=C2C(CC(CC2)=CC2=CC=C(C=C2)N(CC)CC)=O)C=C1)CC |o1:7,9|